oxoammonium nitrate salt [N+](=O)([O-])[O-].O=[NH2+]